N-(1-(4,4-dimethyltetrahydrofuran-3-yl)-1H-pyrazol-4-yl)-5-(pyridin-2-yl)isoxazole-3-carboxamide CC1(C(COC1)N1N=CC(=C1)NC(=O)C1=NOC(=C1)C1=NC=CC=C1)C